2,4,6-trimethylbenzophenanthrene CC=1C=C2C=3C=CC=CC3C3=C(C2=C(C1)C)C=C(C=C3)C